COCCNCCOC Bis-(2-methoxyethyl)amine